[Mg+2].[Si]([O-])([O-])([O-])O.COC(=O)C=1C=C(C=CC1)[I+]C1=CC(=CC=C1)C(=O)OC di(3-methoxycarbonylphenyl)iodonium silicate magnesium salt